OC1=C(C(=CC(=C1)C)C)C1=CC=C(N=N1)N1[C@@H](COCC1)CNC(C)=O N-[[(3R)-4-[6-(2-hydroxy-4,6-dimethyl-phenyl)pyridazin-3-yl]morpholin-3-yl]methyl]acetamide